2-(2-bromophenyl)-9,9-diphenyl-9H-fluorene BrC1=C(C=CC=C1)C1=CC=2C(C3=CC=CC=C3C2C=C1)(C1=CC=CC=C1)C1=CC=CC=C1